FC1=C(C(=CC(=C1)N1C(O[C@H](C1)CO)=O)F)C1CCS(CC1)(=O)=O 4-{2,6-difluoro-4-[(5R)-5-(hydroxymethyl)-2-oxo-1,3-oxazolidin-3-yl]phenyl}-1λ6-thiane-1,1-dione